CNC=1N=CC(=NC1C1=NC2=C(C=NC=C2)N1C)C(=O)N 5-(methylamino)-6-(3-methylimidazo[4,5-c]pyridin-2-yl)pyrazine-2-carboxamide